CC1=C(C=2N(C(=N1)N1CCC3(CCC[C@H]3N)CC1)C=CN2)C=2C(=NC=CC2)C(F)(F)F (R)-8-(7-methyl-8-(2-(trifluoromethyl)pyridin-3-yl)imidazo[1,2-c]pyrimidin-5-yl)-8-azaspiro[4.5]decan-1-amine